FC=1C=C2CNC(C2=C(C1)I)=O 5-fluoro-7-iodoisoindolin-1-one